FC1=C2C=CNC2=C(C=C1F)C(=O)[C@@H]1N(C(OC1)(C)C)C(=O)OC(C)(C)C tert-butyl (R)-4-(4,5-difluoro-1H-indole-7-carbonyl)-2,2-dimethyloxazolidine-3-carboxylate